2-chloro-5-((2-chloro-6-methylphenylamino)methyl)-N-(5-methoxypyridin-2-yl)pyrimidin-4-amine ClC1=NC=C(C(=N1)NC1=NC=C(C=C1)OC)CNC1=C(C=CC=C1C)Cl